C1N(CCC2=CC=CC=C12)C[C@H](CN1CC(OC2=C(C1=O)C=CC(=C2)O)(C)C)O 4-[(2R)-3-(3,4-dihydro-1H-isoquinolin-2-yl)-2-hydroxy-propyl]-8-hydroxy-2,2-dimethyl-3H-1,4-benzoxazepin-5-one